4-((4-methylpiperazin-1-yl)methyl)isoindoline-2-carboxylic acid tert-butyl ester C(C)(C)(C)OC(=O)N1CC2=CC=CC(=C2C1)CN1CCN(CC1)C